N-(((9H-fluoren-9-yl)methoxy)carbonyl)-O-(2-chlorophenyl)-N-methyl-L-serine C1=CC=CC=2C3=CC=CC=C3C(C12)COC(=O)N([C@@H](COC1=C(C=CC=C1)Cl)C(=O)O)C